1-(4-bromopyridin-2-yl)piperidin-2-one BrC1=CC(=NC=C1)N1C(CCCC1)=O